C(CCCCCCCCCCCCCCCCCCCCCCCCCCCCC)(=O)OCCCCCCCCCCCCCCCCCCCCCCC tricosan-1-yl triacontanoate